2-((5-(3-ethyl-1,2,4-thiadiazol-5-yl)-2-fluorophenyl)amino)-1-(4-(1-hydroxyethyl)indolin-1-yl)ethan-1-one C(C)C1=NSC(=N1)C=1C=CC(=C(C1)NCC(=O)N1CCC2=C(C=CC=C12)C(C)O)F